1'-[2-(4-{[dimethyl(oxo)-lambda6-sulfanylidene]amino}phenoxy)ethyl]-2-oxo-1,2-dihydrospiro[indole-3,4'-piperidine]-5-carbonitrile CS(=O)(C)=NC1=CC=C(OCCN2CCC3(CC2)C(NC2=CC=C(C=C23)C#N)=O)C=C1